N1(CC2(CC1)CC=1C=NC=CC1O2)CC2=C(N=C(S2)NC(C)=O)F N-(5-((3H-spiro[furo[3,2-c]pyridin-2,3'-pyrrolidin]-1'-yl)methyl)-4-fluorothiazol-2-yl)acetamide